FC1(CCC(CC1)NCCCCCOC1=C(C=CC(=C1)C)S[C@@H]1[C@H](CCC1)C(=O)O)F |o1:22,23| (1R*,2S*)-2-((2-((5-((4,4-Difluorocyclohexyl)amino)pentyl)oxy)-4-methylphenyl)thio)cyclopentane-1-carboxylic acid